1-(4-(Benzo[d]thiazol-7-yl)benzyl)-3-(2-ethynyl-thiazol-4-yl)-1-(2-hydroxyethyl)-urea S1C=NC2=C1C(=CC=C2)C2=CC=C(CN(C(=O)NC=1N=C(SC1)C#C)CCO)C=C2